4-(((3-mercapto-5-(2-pyridyl)-4H-1,2,4-triazol-4-yl)imino)methyl)benzoic acid SC1=NN=C(N1N=CC1=CC=C(C(=O)O)C=C1)C1=NC=CC=C1